3-(5-((8-morpholinooctyl)amino)benzofuran-3-yl)piperidine-2,6-dione O1CCN(CC1)CCCCCCCCNC=1C=CC2=C(C(=CO2)C2C(NC(CC2)=O)=O)C1